ClC1=C(C=CC2=C1C(=N[C@H](C=1N2N=C(N1)C(=O)N1C[C@H](CC1)O)C)C1=C(C=CC=C1F)F)Cl [(4S)-7,8-dichloro-6-(2,6-difluorophenyl)-4-methyl-4H-[1,2,4]triazolo[1,5-a][1,4]benzodiazepin-2-yl]-[(3S)-3-hydroxypyrrolidin-1-yl]methanone